(S)-β-amino-4-(2,4-dichlorophenyl)butyric acid N[C@H](CC(=O)O)CC1=C(C=C(C=C1)Cl)Cl